6-((4-(7-(dimethylphosphoryl)-6-fluoro-1H-indol-3-yl)-5-(trifluoromethyl)pyrimidin-2-yl)amino)-2-azaspiro[3.3]heptane-2-carboxylic acid tert-butyl ester C(C)(C)(C)OC(=O)N1CC2(C1)CC(C2)NC2=NC=C(C(=N2)C2=CNC1=C(C(=CC=C21)F)P(=O)(C)C)C(F)(F)F